C(#N)C=1C(N(C2=CC(=CC=C2C1N1C[C@H](N(C[C@@H]1C)C(=O)OC(C)(C)C)C)OC)C)=O tert-butyl (2R,5S)-4-(3-cyano-7-methoxy-1-methyl-2-oxo-1,2-dihydroquinolin-4-yl)-2,5-dimethylpiperazine-1-carboxylate